C(C)(C)(C)OC(=O)N1C[C@@H](CC1)CN1CCC2(CC(CO2)NS(=O)(=O)CC)CC1 (3S)-3-((3-(Ethylsulfonamido)-1-oxa-8-azaspiro[4.5]decane-8-yl)methyl)pyrrolidine-1-carboxylic acid tertButyl ester